tert-butyl (3-((2-fluoro-3-formyl-4-methoxyphenoxy)methyl)phenyl)carbamate FC1=C(OCC=2C=C(C=CC2)NC(OC(C)(C)C)=O)C=CC(=C1C=O)OC